((2R,3S,4R,5R)-3,4-dihydroxy-5-(5-methyl-4-(methylamino)-7H-pyrrolo[2,3-d]pyrimidin-7-yl)tetrahydrofuran-2-yl)methanaminium 2,2,2-trifluoroacetate FC(C(=O)[O-])(F)F.O[C@@H]1[C@H](O[C@H]([C@@H]1O)N1C=C(C2=C1N=CN=C2NC)C)C[NH3+]